ClC=1C(=C(C=CC1)CNC(CNC)=O)F N-(3-chloro-2-fluorophenylmethyl)-2-(methylamino)acetamide